C(C)(C)N1C(NC=C1C1=CC=C(C=C1)C#CC1=CC=C(C=C1)CN1CCOCC1)=O 3-isopropyl-4-(4-((4-(morpholinomethyl)phenyl)ethynyl)phenyl)-2-oxoimidazole